Molybdenum-Potassium [K].[Mo]